5-chloro-4-(3,3-difluoro-1-piperidinyl)-2-(2-fluoro-4-pyridinyl)-1H-pyrimidin-6-one ClC1=C(N=C(NC1=O)C1=CC(=NC=C1)F)N1CC(CCC1)(F)F